7-[1-(4-phenoxycarbonylamino-phenyl)-1H-benzimidazol-5-yloxy]-heptanoic acid ethyl ester C(C)OC(CCCCCCOC1=CC2=C(N(C=N2)C2=CC=C(C=C2)NC(=O)OC2=CC=CC=C2)C=C1)=O